COC1=CC(=NC=C1)NC1=NC(=NN2C1=C(C(=C2)C2=NN(C=C2)C)C)C=2N(C=CN2)C N-(4-Methoxypyridin-2-yl)-5-methyl-2-(1-methyl-1H-imidazol-2-yl)-6-(1-methyl-1H-pyrazol-3-yl)pyrrolo[2,1-f][1,2,4]triazin-4-amine